4,6-dichloro-N-[(4-methoxyphenyl)methyl]pyridine-2-carboxamide ClC1=CC(=NC(=C1)Cl)C(=O)NCC1=CC=C(C=C1)OC